Butyl-piperidine C(CCC)N1CCCCC1